C(CCC)(C1=CC(=C(C(=C1)C(C)(C)C)O)C(C)(C)C)C1=CC(=C(C(=C1)C(C)(C)C)O)C(C)(C)C 4,4'-butylidenebis(2,6-di-tertbutylphenol)